C(CCCCCCCCCCC)OP(=O)(O)O.N(CCO)(CCO)CCO Triethanolamine Monolauryl-Phosphate